C(C)(C)(C)OC(=O)C=1N/C(/SC1)=N/C(NO)=O 2-(N'-Hydroxycarbamoylimino)thiazole-4-carboxylic acid (Z)-tert-butyl ester